CS(=O)(=O)C1=NN=C(O1)CNS(=O)(=O)C1=C(C=CC=C1)C(F)(F)F N-((5-(methylsulfonyl)-1,3,4-oxadiazol-2-yl)methyl)-2-(trifluoromethyl)benzenesulfonamide